OC(C(C(=O)[O-])(C)C)(O)C(C(C)(C)C)=O hydroxypivalylhydroxypivalat